tribenzyl-phenyl-phosphonium bromide [Br-].C(C1=CC=CC=C1)[P+](C1=CC=CC=C1)(CC1=CC=CC=C1)CC1=CC=CC=C1